C(#C)C1=CC(=C(C=C1)C1=C2C(=C(N=N1)N[C@H]1CNCCC1)N=CC=C2)O (R)-3-((5-(4-ethynyl-2-hydroxyphenyl)pyridino[2,3-d]pyridazin-8-yl)amino)piperidin